CN(S(=O)(=O)C=1C=C(C(=O)O)C=CC1NCCCCCC=C)C 3-(dimethylsulfamoyl)-4-(hept-6-enylamino)benzoic acid